C(#N)CC(=O)N(C)C1CN(CC1)C1=NC=CC(=N1)C=1C(=C2C(=NC1)NC=C2)N[C@H]2CN(CCC2)C(CC#N)=O 2-cyano-N-(1-(4-(4-(((R)-1-(2-cyanoacetyl)piperidin-3-yl)amino)-1H-pyrrolo[2,3-b]pyridin-5-yl)pyrimidin-2-yl)pyrrolidin-3-yl)-N-methylacetamide